3-phenoxypropane-1,2-diyl diacrylate C(C=C)(=O)OCC(COC1=CC=CC=C1)OC(C=C)=O